Furan-trione O1C(C(C(C1)=O)=O)=O